C1(CC1)NC1=NC=CC(=C1)CNC(=O)[C@H]1N(C[C@@H](C1)O)C([C@H](C(C)(C)C)N1N=NC(=C1)C1CC1)=O (2S,4R)-N-[[2-(cyclopropylamino)-4-pyridyl]methyl]-1-[(2S)-2-(4-cyclopropyltriazol-1-yl)-3,3-dimethyl-butanoyl]-4-hydroxy-pyrrolidine-2-carboxamide